4-(3-methyl-4-(4-methyl-5-(4-(1,2,3,6-tetrahydropyridin-4-yl)phenyl)-4H-1,2,4-triazol-3-yl)phenyl)-1,2,3,6-tetrahydropyridine bistrifluoroacetic acid salt FC(C(=O)O)(F)F.FC(C(=O)O)(F)F.CC=1C=C(C=CC1C1=NN=C(N1C)C1=CC=C(C=C1)C=1CCNCC1)C=1CCNCC1